C(=O)C1=C(C=CC=C1O)[C@@H]1[C@H](C1)C(=O)NC1=NNC(=C1)[C@@H]1C[C@@H](CC1)N(C(O)=O)C(C)C.ClC=1C(=C(C=CC1)[N+](=O)[O-])C(C(F)(F)F)=O chloro-2-(trifluoroacetyl)nitrobenzene (1R,3S)-3-(3-((1S,2S)-2-(2-formyl-3-hydroxyphenyl)cyclopropane-1-carboxamido)-1H-pyrazol-5-yl)cyclopentyl-isopropylcarbamate